1-(4-(7-methoxy-5H-pyrrolo[2,3-b]pyrazin-2-yl)cyclohexyl)-1-methyl-3-(1-methyl-2-oxo-5-(trifluoromethyl)-1,2-dihydropyridin-3-yl)urea COC1=CNC2=NC=C(N=C21)C2CCC(CC2)N(C(=O)NC=2C(N(C=C(C2)C(F)(F)F)C)=O)C